O=C1N(CC2=CC(=CC=C12)O[C@H]1[C@@H](CCC1)NCC1=CC=NC=C1)C1C(NC(CC1)=O)=O 3-(1-oxo-5-(((1R,2R)-2-((pyridin-4-ylmethyl)amino)cyclopentyl)oxy)isoindolin-2-yl)piperidine-2,6-dione